cyano-2-isopropyl-4-methylbenzoate C(#N)OC(C1=C(C=C(C=C1)C)C(C)C)=O